(1s,3s)-3-(3-amino-1H-pyrazol-5-yl)cyclobutyl 1,2,2-trimethylhydrazine-1-carboxylate CN(N(C)C)C(=O)OC1CC(C1)C1=CC(=NN1)N